N-(4-(4-(2-(1-cyanocyclopropyl)acetyl)piperazin-1-yl)-1H-pyrrolo[2,3-b]pyridin-6-yl)cyclopropylcarboxamide C(#N)C1(CC1)CC(=O)N1CCN(CC1)C1=C2C(=NC(=C1)NC(=O)C1CC1)NC=C2